1-Vinyl-Imidazole C(=C)N1C=NC=C1